CC1=NNC(=C1)C1=NSC=2C1=NC(=CC2C2(CC2)CO)N2[C@@H](COCC2)C (R)-(1-(3-(3-methyl-1H-pyrazol-5-yl)-5-(3-methylmorpholino)isothiazolo[4,5-b]pyridin-7-yl)cyclopropyl)methanol